ClC1=CC(=NC(=N1)SC)C(C)=O 1-(6-chloro-2-(methylthio)pyrimidin-4-yl)ethanone